BrC1=CC=C(OCC=2N=NN(C2)C2=C(C(=O)N)C=CC=C2)C=C1 2-[4-[(4-bromophenoxy)methyl]-1H-1,2,3-triazole-1-yl]benzamide